NC(C(C)(C)C1=C(C=CC=C1F)F)=NC=1C(=NC(=NC1OC)C(=O)[O-])OC [1-Amino-2-(2,6-difluorophenyl)-2-methylpropylidene]amino-4,6-dimethoxypyrimidine-2-carboxylate